6-[(7-oxo-6,8-dihydro-5H-1,8-naphthyridin-4-yl)oxy]chromane-3-carboxylate O=C1CCC=2C(=CC=NC2N1)OC=1C=C2CC(COC2=CC1)C(=O)[O-]